tert-Butyl 8-(6-bromo-3-ethylsulfonyl-5-fluoro-7,9-dihydrofuro[3,4-f]quinazolin-1-yl)-3,8-diazabicyclo[3.2.1]octane-3-carboxylate BrC=1C2=C(C=3C(=NC(=NC3C1F)S(=O)(=O)CC)N1C3CN(CC1CC3)C(=O)OC(C)(C)C)COC2